5-(5-phenylpentanoyl)amino-3-(1-(2-pentyl)piperidin-4-yl)-1H-indole C1(=CC=CC=C1)CCCCC(=O)NC=1C=C2C(=CNC2=CC1)C1CCN(CC1)C(C)CCC